methyl 3-bromo-1-(2-((tert-butoxycarbonyl)amino)ethyl)-4-(pyridin-4-yl)-1H-pyrrole-2-carboxylate BrC1=C(N(C=C1C1=CC=NC=C1)CCNC(=O)OC(C)(C)C)C(=O)OC